N1(CCNCC1)C(=O)C=1C=CC=NC1 5-(piperazine-1-carbonyl)pyridin